NC=1C=C(C=C(C1)C(F)(F)F)[C@@H](C)NC1=NC(=NC2=CC3=C(C=C12)N(CC(O3)(C)C)C3COCC3)C N-((R)-1-(3-amino-5-(trifluoromethyl)phenyl)ethyl)-2,8,8-trimethyl-6-(tetrahydrofuran-3-yl)-7,8-dihydro-6H-[1,4]oxazino[3,2-g]quinazolin-4-amine